tert-butyl 2-hydroxyethylcarbamate OCCNC(OC(C)(C)C)=O